N-(6-(3-(hydroxymethyl)thiophen-2-yl)imidazo[1,2-a]pyridin-2-yl)cyclopropanecarboxamide OCC1=C(SC=C1)C=1C=CC=2N(C1)C=C(N2)NC(=O)C2CC2